NC(C(=O)O)(CCCCB(O)O)C1CC(C1)(CC1=CC=C(C=C1)Cl)N 2-amino-2-(3-amino-3-(4-chlorobenzyl)cyclobutyl)-6-boronohexanoic acid